C(C)OC(CN(C=O)[C@@H](C1=CC=CC=C1)C)=O R-(+)-N-(α-methylbenzyl)-N-formylglycine ethyl ester